N-methyl-N-butylpyrrolidinium C[N+]1(CCCC1)CCCC